(20R)-21-[(3-hydroxycyclobutyl)methyl]-20-methyl-5α-pregnane-3β-ol OC1CC(C1)CC[C@H]([C@H]1CC[C@H]2[C@@H]3CC[C@H]4C[C@H](CC[C@]4(C)[C@H]3CC[C@]12C)O)C